4-(6-(3-(dimethylamino)acryloyl)pyridin-3-yl)piperazine-1-carboxylic acid benzyl ester C(C1=CC=CC=C1)OC(=O)N1CCN(CC1)C=1C=NC(=CC1)C(C=CN(C)C)=O